OC=1C(=C2CCC(OC2=C(C1C)C)(C(=O)O)C)C 6-Hydroxy-2,5,7,8-tetramethylchroman-2-carboxylic acid